3-butylheptyl 8-((3-((4-(methylamino)-1-oxido-1,2,5-thiadiazol-3-yl)amino)propyl)(8-oxo-8-(pentadecan-8-yloxy)octyl)amino)octanoate CNC=1C(=NS(N1)=O)NCCCN(CCCCCCCC(=O)OCCC(CCCC)CCCC)CCCCCCCC(OC(CCCCCCC)CCCCCCC)=O